(4S)-4-aminopentan-2-one N[C@H](CC(C)=O)C